N1N=CC(=C1)C1=CC=C(C=C1)N1C(N(C2(C1)CCOCC2)CC=2C=C(C(=O)NC1COCC1)C=CC2)=O 3-((3-(4-(1H-pyrazol-4-yl)phenyl)-2-oxo-8-oxa-1,3-diazaspiro[4.5]decan-1-yl)methyl)-N-(tetrahydrofuran-3-yl)benzamide